tert-Butyl N-(3-chloro-2-fluoro-6-formyl-phenyl)carbamate ClC=1C(=C(C(=CC1)C=O)NC(OC(C)(C)C)=O)F